Cl.FC=1C=CC2=C(CCO2)C1CNC1=NC=C(C=2N1C=NN2)C=2C(=NC=CC2)C N-((5-fluoro-2,3-dihydrobenzofuran-4-yl)methyl)-8-(2-methylpyridin-3-yl)-[1,2,4]triazolo[4,3-c]pyrimidin-5-amine hydrochloride salt